COC1=C(C=C2C(=NC=NC2=C1)NC1=CC=CC2=CC=CC=C12)OC1CC2CCCC(C1)N2C(C#C)=O 1-(3-((7-methoxy-4-(naphthalen-1-ylamino)quinazolin-6-yl)oxy)-9-azabicyclo[3.3.1]nonan-9-yl)prop-2-yn-1-one